OC(=O)C(F)(F)F.ONC(C1=CC=C(C=C1)CCCN1CCC(CC1)CN(C1C(C1)C1=CC=CC=C1)C)=O N-hydroxy-4-(3-(4-((methyl-(2-phenylcyclopropyl)amino)methyl)piperidin-1-yl)propyl)benzamide TFA Salt